NC1=C(C=C(C=N1)NC(C(=O)N1C(CC[C@@H](C1)C)C1=CC2=C(OC3(CC3)C(N2)=O)C=C1)=O)CC N-(6-amino-5-ethylpyridin-3-yl)-2-((5S)-5-methyl-2-(3-oxo-3,4-dihydrospiro[benzo[b][1,4]oxazin-2,1'-cyclopropan]-6-yl)piperidin-1-yl)-2-oxoacetamide